2-chloro-N-(5-chloro-6-(2H-1,2,3-triazol-2-yl)pyridin-3-yl)-8-ethoxy-8-(trifluoromethyl)-7,8-dihydro-6H-cyclopenta[e]pyrazolo[1,5-a]pyrimidine-6-carboxamide ClC1=NN2C(N=CC3=C2C(CC3C(=O)NC=3C=NC(=C(C3)Cl)N3N=CC=N3)(C(F)(F)F)OCC)=C1